2-[(3R)-1-(4-chloro-3-fluorophenyl)pyrrolidin-3-yl]acetyl chloride ClC1=C(C=C(C=C1)N1C[C@H](CC1)CC(=O)Cl)F